(+/-)-isopropyl (1S,3S)-3-((2-amino-6-(5-(((cyclobutyl(methyl)carbamoyl) oxy)methyl)-1-methyl-1H-pyrazol-4-yl)pyridin-3-yl)oxy)cyclohexane-1-carboxylate NC1=NC(=CC=C1O[C@@H]1C[C@H](CCC1)C(=O)OC(C)C)C=1C=NN(C1COC(N(C)C1CCC1)=O)C |r|